NC1=NC(NC=C1)=O AMINO-PYRIMIDINONE